1-(3-cyclopropylphenyl)-3-{4-[(6,7-dimethoxy-4-quinazolinyl)oxy]-3-isopropylphenyl}-2,4-imidazolidinedione C1(CC1)C=1C=C(C=CC1)N1C(N(C(C1)=O)C1=CC(=C(C=C1)OC1=NC=NC2=CC(=C(C=C12)OC)OC)C(C)C)=O